CC=1C(=C(O[Zr](OC2=CC=CC=C2)(C2C=CC3=CC=CC=C23)(C2C=CC3=CC=CC=C23)=[SiH2])C=CC1)C dimethylsilylenebis(indenyl)diphenoxyzirconium